C(C)C1=CC=C(C=N1)C1(CCC(CC1)N)N 1-(6-ethylpyridin-3-yl)cyclohexane-1,4-diamine